O1CCOCCC1 (1,4)dioxepan